FC=1C(=NC=C(C1)F)C=1C=CC(=C(C1)C1=NC=NC2=CC(=CC=C12)OCCCN1CCOCC1)F 4-(5-(3,5-difluoropyridin-2-yl)-2-fluorophenyl)-7-(3-morpholinopropoxy)quinazoline